1-[4-(amino)butyl]-uracil NCCCCN1C(=O)NC(=O)C=C1